2,5-dichlorothiophene-3-sulfinic acid sodium salt [Na+].ClC=1SC(=CC1S(=O)[O-])Cl